N1(CCCC1)CCSC=1NC2=CC=CC=C2CN1 2-((2-(pyrrolidin-1-yl)ethyl)thio)-1,4-dihydroquinazoline